C(C)N1C(N(C2=NC=C(C=C21)[N+](=O)[O-])C(C)C)=O 1-ethyl-3-isopropyl-6-nitro-1H-imidazo[4,5-b]pyridin-2(3H)-one